tert-butyl (2S,6S)-4-(3-((tert-butoxycarbonyl)amino)-2-chloro-5-cyanophenyl)-2,6-dimethylpiperazine-1-carboxylate C(C)(C)(C)OC(=O)NC=1C(=C(C=C(C1)C#N)N1C[C@@H](N([C@H](C1)C)C(=O)OC(C)(C)C)C)Cl